8-(p-tolyl)[2]benzoxepino[3,4-f]-1,3-benzodioxol-11(6H)-one C1(=CC=C(C=C1)C1=CC2=C(C(C=3C(=CC4=C(OCO4)C3)OC2)=O)C=C1)C